BrC=1C=C(C=C2C=NN(C12)CC(C)(C)O[Si](C)(C)C(C)(C)C)SCCC(=O)OC Methyl 3-[7-bromo-1-[2-[tert-butyl(dimethyl)silyl]oxy-2-methyl-propyl]indazol-5-yl]sulfanylpropanoate